4-chloro-6-cyclopropyloxy-2-(4-(5-((2,4-dimethoxybenzyl)amino)-1,4-dihydro-2H-pyrano[3,4-c]quinolin-8-yl)-1-methyl-1H-pyrazol-5-yl)-3-fluorobenzonitrile ClC1=C(C(=C(C#N)C(=C1)OC1CC1)C1=C(C=NN1C)C=1C=CC=2C3=C(C(=NC2C1)NCC1=C(C=C(C=C1)OC)OC)COCC3)F